O-(5-amino-2-phenylbenzoOxazol-7-yl)methyl-3,5-dichloro-L-tyrosine NC=1C=C(C2=C(N=C(O2)C2=CC=CC=C2)C1)COC1=C(C=C(C[C@H](N)C(=O)O)C=C1Cl)Cl